dichloroethylene glycol oxalate C(C(=O)O)(=O)O.ClC(C(Cl)O)O